3-(mesitylamino)butan-2-one C1(=C(C(=CC(=C1)C)C)NC(C(C)=O)C)C